4-(5-(5-fluoro-2-ethoxypyridin-4-yl)-1H-pyrazole-3-carbonyl)-4-azaspiro[2.5]octane-7-carboxamide FC=1C(=CC(=NC1)OCC)C1=CC(=NN1)C(=O)N1C2(CC2)CC(CC1)C(=O)N